(E)-N-(1-(cyclopropylmethyl)-6-(N-(1-methylcyclopropyl)sulfamoyl)-2,4-dioxo-1,4-dihydroquinazolin-3(2H)-yl)but-2-enamide C1(CC1)CN1C(N(C(C2=CC(=CC=C12)S(NC1(CC1)C)(=O)=O)=O)NC(\C=C\C)=O)=O